FC=1C=C(C(=O)NC)C=C(C1C1=C(C2=NC=C(C=C2O1)C)C[C@H]1CNCCO1)F (S)-3,5-difluoro-N-methyl-4-(6-methyl-3-(morpholin-2-ylmethyl)furo[3,2-b]pyridin-2-yl)benzamide